(R)-2-(difluoromethyl)-N4-(4-((1-fluoropropan-2-yl)oxy)-5-(1-methyl-1H-pyrazol-4-yl)pyridin-2-yl)pyrimidine-4,6-diamine FC(C1=NC(=CC(=N1)NC1=NC=C(C(=C1)O[C@@H](CF)C)C=1C=NN(C1)C)N)F